N-hydroxy-4-(3-methoxyphenyl)-3-oxo-3,4-dihydro-2H-1,4-benzoxazine-6-carboxamide ONC(=O)C=1C=CC2=C(N(C(CO2)=O)C2=CC(=CC=C2)OC)C1